(R)-N-(3,3-difluoro-1-(2-methoxyethyl)piperidin-4-yl)-6-fluoro-4-methoxy-5-(1-(2,2,2-trifluoroethyl)-1H-benzo[d][1,2,3]triazol-6-yl)pyrrolo[2,1-f][1,2,4]triazin-2-amine FC1(CN(CC[C@H]1NC1=NN2C(C(=N1)OC)=C(C(=C2)F)C=2C=CC1=C(N(N=N1)CC(F)(F)F)C2)CCOC)F